ClC1=C(C(=O)N2COC3=C(C2)C=CC=C3C3=CC(=C(C(=O)OC)C=C3F)N3C2COCC3CC2)C(=CC(=C1)N1CC2(C1)CC(C2)=O)Cl methyl 4-[3-[2,6-dichloro-4-(6-oxo-2-azaspiro[3.3]heptan-2-yl)benzoyl]-2,4-dihydro-1,3-benzoxazine-8-yl]-5-fluoro-2-(3-oxa-8-azabicyclo[3.2.1]octan-8-yl)benzoate